(S)-N-(3-Chloro-2-fluorophenyl)-2-((S)-3,3-difluorocyclopentyl)-2-(4-(2-methyl-2H-tetrazol-5-yl)phenyl)acetamide ClC=1C(=C(C=CC1)NC([C@H](C1=CC=C(C=C1)C=1N=NN(N1)C)[C@@H]1CC(CC1)(F)F)=O)F